(6aR)-8-acryloyl-1-((1R,5S)-3-oxa-8-azabicyclo[3.2.1]octan-8-yl)-4-chloro-3-(2-fluoro-6-hydroxyphenyl)-6,6a,7,8,9,10-hexahydro-12H-pyrazino[2,1-c]pyrido[3,4-f][1,4]oxazepin-12-one C(C=C)(=O)N1C[C@@H]2COC3=C(C(N2CC1)=O)C(=NC(=C3Cl)C3=C(C=CC=C3O)F)N3[C@H]1COC[C@@H]3CC1